(3R,4S)-1-(5-hydroxypyrimidin-2-yl)pyrrolidine-3,4-diol OC=1C=NC(=NC1)N1C[C@H]([C@H](C1)O)O